FC1(C(C[C@H]2CC([C@H]3[C@@H]4CC[C@H]([C@@H](CCC(=O)O)C)[C@]4(CC[C@@H]3[C@]2(C1)C)C)=O)=O)F 2,2-difluoro-3,7-dioxo-5β-cholanic acid